CCCCC(CC)COS(=O)(=O)[O-] The molecule is a organosulfate oxoanion that is the conjugate base of 2-ethylhexyl sulfate, obtained by deprotonation of the sulfo group; major species at pH 7.3. It is a conjugate base of a 2-ethylhexyl sulfate.